2,2'-((1,2-Phenylenebis(methylene))bis(sulfanediyl))bis(pyrimidine-4,6(1H,5H)-dione) C1(=C(C=CC=C1)CSC=1NC(CC(N1)=O)=O)CSC=1NC(CC(N1)=O)=O